CC(CS)(C(C)S)C 2,2-dimethyl-1,3-butanedithiol